[2-(aminomethyl)-3,3-difluoro-allyl]-4-[3-fluoro-5-(4-piperazin-1-ylphenyl)-2-pyridinyl]-1,2,4-triazol-3-one bistrifluoroacetate salt FC(C(=O)O)(F)F.FC(C(=O)O)(F)F.NCC(CC=1N(C(NN1)=O)C1=NC=C(C=C1F)C1=CC=C(C=C1)N1CCNCC1)=C(F)F